5-Cyano-N-[2-[4-(hydroxymethyl)cyclohexyl]-6-methoxy-indazol-5-yl]pyridine-3-carboxamide C(#N)C=1C=C(C=NC1)C(=O)NC1=CC2=CN(N=C2C=C1OC)C1CCC(CC1)CO